(R)-2-methyl-N-(1-(naphthalen-1-yl)ethyl)-5-(piperidin-4-ylamino)benzamide CC1=C(C(=O)N[C@H](C)C2=CC=CC3=CC=CC=C23)C=C(C=C1)NC1CCNCC1